2-((2-chloro-3-fluorophenyl)amino)-6-cyclopropyl-nicotinonitrile ClC1=C(C=CC=C1F)NC1=C(C#N)C=CC(=N1)C1CC1